(4-(4-(4-(3-(4-((1R,2S)-6-hydroxy-2-phenyl-1,2,3,4-tetrahydronaphthalen-1-yl)phenoxy)propyl)piperazin-1-yl)phenyl)-1H-pyrazol-1-yl)piperidine-2,6-dione OC=1C=C2CC[C@@H]([C@@H](C2=CC1)C1=CC=C(OCCCN2CCN(CC2)C2=CC=C(C=C2)C=2C=NN(C2)N2C(CCCC2=O)=O)C=C1)C1=CC=CC=C1